tert-Butyl 1-((2,6-dioxopiperidin-3-yl)carbamoyl)isoindoline-2-carboxylate O=C1NC(CCC1NC(=O)C1N(CC2=CC=CC=C12)C(=O)OC(C)(C)C)=O